ClP1(OC2C(O1)=CC=CC2=O)=O 2-chloro-2-oxo-1,3,2-benzodioxaphospholan-4-one